ClC1(C(C1C1=CC(=C(C(=C1)Cl)Cl)Cl)C=O)Cl 2,2-dichloro-3-(3,4,5-trichlorophenyl)cyclopropane-1-carbaldehyde